2-({6-[(4R)-4-benzyl-2,5-dioxoimidazolidin-1-yl]spiro[3.3]heptan-2-yl}oxy)pyridine-3-carboxamide C(C1=CC=CC=C1)[C@H]1NC(N(C1=O)C1CC2(CC(C2)OC2=NC=CC=C2C(=O)N)C1)=O